DIMETHYL (cis)-1,2-cyclopropanedicarboxylate [C@@H]1([C@H](C1)C(=O)OC)C(=O)OC